COC=1C=C(C(=O)NCC2CCNCC2)C=CC1 3-methoxy-N-(piperidin-4-ylmethyl)benzamide